FC=1C=C(C=C(C1OC(F)(F)F)F)C1=C(C=C(C=C1)C1=CCC(CC1)C1OCC(CO1)CCC)F 2-[4-[4-[3,5-Difluoro-4-(trifluoromethoxy)phenyl]-3-fluoro-phenyl]cyclohex-3-en-1-yl]-5-propyl-1,3-dioxane